N-[1-[4-[[(Z)-[3-(2-isopropyl-5-methyl-phenyl)-4-oxo-thiazolidine-2-ylidene]carbamoyl]amino]-3-methyl-phenyl]-3-methyl-pyrazol-4-yl]-4-(trifluoromethoxy)benzamide C(C)(C)C1=C(C=C(C=C1)C)N1/C(/SCC1=O)=N/C(=O)NC1=C(C=C(C=C1)N1N=C(C(=C1)NC(C1=CC=C(C=C1)OC(F)(F)F)=O)C)C